(methyl)acryl-silane CC=CC(=O)[SiH3]